OCCOC(NC1=CC=C2C3=C(NC([C@H](C/C=C/CCC(NC2=C1)=O)NC(C1=C(C=C(C=C1F)C)F)=O)=N3)Cl)=O [(E)-(S)-18-Chloro-15-(2,6-difluoro-4-methyl-benzoylamino)-9-oxo-8,17,19-triaza-tricyclo[14.2.1.02,7]nonadeca-1(18),2,4,6,12,16(19)-hexaen-5-yl]-carbamic Acid 2-hydroxy-ethyl ester